CS(=O)(=O)C=1C=C(OC[C@H](CN[C@H]2COC3(C2)CCN(CC3)S(=O)(=O)C3=CC2=CC=CC=C2C=C3)O)C=CC1 (S)-1-(3-(methylsulfonyl)phenoxy)-3-((R)-8-(naphthalen-2-ylsulfonyl)-1-oxa-8-azaspiro[4.5]decan-3-ylamino)propan-2-ol